4-amino-N,N-bis(2-hydroxyethyl)-3-methoxybenzenesulfonamide NC1=C(C=C(C=C1)S(=O)(=O)N(CCO)CCO)OC